1-methyl-3-[[4-(trifluoromethoxy)phenyl]carbamoyl]indazole-6-carboxylic acid CN1N=C(C2=CC=C(C=C12)C(=O)O)C(NC1=CC=C(C=C1)OC(F)(F)F)=O